OC1=C(C=C(C(=O)O)C=C1)OC 4-hydroxyl-3-methoxybenzoic acid